2-(((1r,4r)-4-((3-benzhydrylureido)methyl)cyclohexyl)methoxy)acetic acid C(C1=CC=CC=C1)(C1=CC=CC=C1)NC(NCC1CCC(CC1)COCC(=O)O)=O